8-((3S,4S)-3-ethoxy-4-((5-isopropoxypyrimidin-2-yl)oxy)piperidin-1-yl)-5-methyl-6-oxo-5,6-dihydro-1,5-naphthyridine-2-carbonitrile C(C)O[C@H]1CN(CC[C@@H]1OC1=NC=C(C=N1)OC(C)C)C1=CC(N(C=2C=CC(=NC12)C#N)C)=O